CO[C@@]1([C@H](O)[C@H](O)[C@@H](CO)O1)C1=CNC(=O)NC1=O methoxypseudouridine